Cl.Cl.OC[C@@H]1CNCC[C@@H]1NC1=CC=C2C(=NN(C2=C1)C)C1C(NC(CC1)=O)=O 3-[6-[[(3R,4S)-3-(hydroxymethyl)-4-piperidyl]amino]-1-methyl-indazol-3-yl]piperidine-2,6-dione dihydrochloride